[4-{2-(bis-carboxymethylamino)-ethyl}-7-carboxymethyl-[1,4,7]triazonan-1-yl]-acetic acid C(=O)(O)CN(CCN1CCN(CCN(CC1)CC(=O)O)CC(=O)O)CC(=O)O